C(#N)N1C[C@@H](CC1)NC(=O)C1=CC=C(C=C1)C1=CC=CC=C1 (R)-N-(1-cyanopyrrolidin-3-yl)-[1,1'-biphenyl]-4-carboxamide